CC1=CC=2N(N=C1N1CC=3C=C(C=NC3CC1)C1=C(N=CS1)C)C(C=CN2)=O 8-methyl-7-(3-(4-methylthiazol-5-yl)-7,8-dihydro-1,6-naphthyridin-6(5H)-yl)-4H-pyrimido[1,2-b]pyridazin-4-one